ethyl α-oxobenzeneacetate O=C(C(=O)OCC)C1=CC=CC=C1